(tris(hydroxymethyl)methyl)acrylamide OCC(CO)(CO)C(C(=O)N)=C